OI(=O)([O-])([O-])([O-])[O-] The molecule is an orthoperiodate ion. It is a conjugate base of an orthoperiodate(3-). It is a conjugate acid of an orthoperiodate(5-).